(3R,5R)-tertbutyl 3-(2-bromo-6-chloropyridin-4-yl)-5-methylpiperazine-1-carboxylate BrC1=NC(=CC(=C1)[C@@H]1CN(C[C@H](N1)C)C(=O)OC(C)(C)C)Cl